CC(=O)N[C@@H]1[C@H]([C@H]([C@H](O[C@H]1O)CO[C@H]2[C@@H]([C@H]([C@H]([C@H](O2)CO)O)O[C@H]3[C@@H]([C@H]([C@@H]([C@H](O3)C(=O)O)O)O)O)NC(=O)C)O)O[C@H]4[C@@H]([C@H]([C@@H]([C@H](O4)C(=O)O)O)O)O The molecule is a dimeric branched amino tetrasaccharide consisting of beta-D-glucuronosyl-(1->3)-N-acetyl-beta-D-galactosamine having a further beta-D-glucuronosyl-(1->3)-N-acetyl-beta-D-galactosaminyl moiety attached at the 6-position of the galactosamine. It is a galactosamine oligosaccharide and an amino tetrasaccharide.